C(C=C)[C@@]1(C(N([C@@H]([C@H](C1)C1=CC(=CC=C1)Cl)C1=CC=C(C=C1)Cl)[C@H](C(=O)OCC)CC)=O)C (2S)-Ethyl 2-((3S,5R,6S)-3-allyl-5-(3-chlorophenyl)-6-(4-chlorophenyl)-3-methyl-2-oxopiperidin-1-yl)butanoate